C1(CC1)C1=NC(=NN1)NC=1SC(=C(N1)C=1C=C(C#N)C=CC1)N1C(=NC=C1)CC m-[2-(5-cyclopropyl-1H-1,2,4-triazol-3-ylamino)-5-(2-ethyl-1-imidazolyl)-1,3-thiazol-4-yl]benzonitrile